((S)-6-(3-(trifluoromethyl)phenyl)-2-azaspiro[3.4]octan-2-yl)methanone FC(C=1C=C(C=CC1)[C@@H]1CC2(CN(C2)C=O)CC1)(F)F